[Si](C1=CC=CC=C1)(C1=CC=CC=C1)(C(C)(C)C)OC[C@@H]1CCC(N1C(=O)OCCCC)(O)C#C butyl (5S)-5-(((tert-butyldiphenylsilyl)oxy)methyl)-2-ethynyl-2-hydroxypyrrolidine-1-carboxylate